(S)-N-((1-(2,4-difluorobenzyl)spiro[2.2]pentan-1-yl)methyl)-5-oxo-4,5-dihydro-1,2,4-oxadiazole-3-carboxamide FC1=C(C[C@]2(CC23CC3)CNC(=O)C3=NOC(N3)=O)C=CC(=C1)F